4-[(Z)-N-[(5-amino-1,3,3-trimethylcyclohexyl)methyl]-C-hydroxycarbonimidoyl]benzoic acid NC1CC(CC(C1)(C)C\N=C(/O)\C1=CC=C(C(=O)O)C=C1)(C)C